2-acryloxyacetic acid C(C=C)(=O)OCC(=O)O